tert-Butyl (2-(6-chloro-3-(3,4-dichlorophenyl)-2-(phenylamino)-9H-carbazol-9-yl)ethyl)carbamate ClC=1C=C2C=3C=C(C(=CC3N(C2=CC1)CCNC(OC(C)(C)C)=O)NC1=CC=CC=C1)C1=CC(=C(C=C1)Cl)Cl